(S)-(1-(3-(7,7-difluoro-2-(2-methylazetidin-1-yl)-6,7-Dihydro-5H-cyclopenta[d]pyrimidin-4-yl)-1,2,4-oxadiazol-5-yl)cyclopropane) FC1(CCC2=C1N=C(N=C2C2=NOC(=N2)C2CC2)N2[C@H](CC2)C)F